FC(C(=O)O)(F)F.C(C1=CC=CC=C1)N1N=CC(=C1)C1=CC(=NC=C1)C=1NC(=CN1)C1=CC=CC=C1 4-(1-Benzyl-1H-pyrazol-4-yl)-2-(5-phenyl-1H-imidazol-2-yl)pyridine trifluoroacetate salt